ClC=1C(=NN2C1CN(CCC2)C=2C1=C(N=C(N2)SC)C[C@]2(CCC3=C(C=CC=C23)Cl)OC1)C(=O)OCC |r| ethyl 3-chloro-5-[rac-(7S)-4'-chloro-2-methylsulfanyl-spiro[5,8-dihydropyrano[4,3-d]pyrimidine-7,1'-indane]-4-yl]-4,6,7,8-tetrahydropyrazolo[1,5-a][1,4]diazepine-2-carboxylate